C(CCCCC1=CC=C(C=C1)O)C1=CC=C(C=C1)O 4,4'-(pentane-1,5-diyl)diphenol